2-chloro-N6-(3-iodobenzyl)adenosine C1=CC(=CC(=C1)I)CNC2=C3C(=NC(=N2)Cl)N(C=N3)[C@H]4[C@@H]([C@@H]([C@H](O4)CO)O)O